1-(1-bicyclo[1.1.1]pentanyl)-3-[[3-(pentafluoro-λ6-sulfanyl)phenyl]methyl]urea C12(CC(C1)C2)NC(=O)NCC2=CC(=CC=C2)S(F)(F)(F)(F)F